tri-tert-butyl-2,2',2''-(1,4,7,10-tetraazacyclododecane-1,4,7-triyl)triacetate C(C)(C)(C)C(C(=O)[O-])N1CCN(CCNCCN(CC1)C(C(=O)[O-])(C(C)(C)C)C(C)(C)C)CC(=O)[O-]